4-methyl-3-(methylsulfonyl)-N-((2-(4-(pyridin-3-yl)piperazin-1-yl)-1,6-naphthyridin-7-yl)methyl)benzamide CC1=C(C=C(C(=O)NCC2=NC=C3C=CC(=NC3=C2)N2CCN(CC2)C=2C=NC=CC2)C=C1)S(=O)(=O)C